2,7-bis[2-(diethylamino)-ethoxy]-carbazole dihydrochloride Cl.Cl.C(C)N(CCOC1=CC=2NC3=CC(=CC=C3C2C=C1)OCCN(CC)CC)CC